C(C\C=C/CCCCCCCCC)O (Z)-3-tridecenol